Dimethylethylsilyltrifluoromethansulfonat C[Si](CC)(C)OS(=O)(=O)C(F)(F)F